4-[5-[2-(cyanomethylamino)ethyl]pyridin-2-yl]-3-(5-cyclopropyl-2-methylpyrazol-3-yl)oxybenzonitrile C(#N)CNCCC=1C=CC(=NC1)C1=C(C=C(C#N)C=C1)OC=1N(N=C(C1)C1CC1)C